CC1(CN=CC2=CC=C(C=C12)C1=NC(=NC=C1)NC1=CC(=NC=C1)CS(=O)(=O)C)C 4,4-Dimethyl-6-(2-((2-((methylsulfonyl)methyl)pyridin-4-yl)amino)pyrimidin-4-yl)-3,4-Dihydroisoquinolin